1-[5-(1,2-benzoxazol-3-ylmethoxy)-2,4-dichloro-phenyl]-3-[(1S)-1-(2-pyrimidin-2-yl-1,2,4-triazol-3-yl)ethyl]urea O1N=C(C2=C1C=CC=C2)COC=2C(=CC(=C(C2)NC(=O)N[C@@H](C)C=2N(N=CN2)C2=NC=CC=N2)Cl)Cl